amyl m-trifluoromethylbenzoate FC(C=1C=C(C(=O)OCCCCC)C=CC1)(F)F